(-)-[6-[(2,4-Difluorophenyl)methyl]-2-azaspiro[3.3]heptan-2-yl]-[(1R,9S)-7-oxa-3,4,11-triazatricyclo[7.3.0.02,6]dodeca-2(6),4-dien-11-yl]methanon FC1=C(C=CC(=C1)F)CC1CC2(CN(C2)C(=O)N2C[C@H]3COC=4C=NNC4[C@H]3C2)C1